4-(4-amino-1,3-dioxoisoindolin-2-yl)-4-carbamoylbutyric acid NC1=C2C(N(C(C2=CC=C1)=O)C(CCC(=O)O)C(N)=O)=O